BrC=1C=C2C=C(N=CC2=CC1Cl)NC(=O)[C@H]1C[C@@]12COCC2 (1S,3S)-N-(6-bromo-7-chloroisoquinolin-3-yl)-5-oxaspiro[2.4]heptane-1-carboxamide